(S)-N-((R)-(4-chlorophenyl)(pyrazolo[1,5-a]pyridin-5-yl)methyl)-2-oxo-imidazolidine-4-carboxamide ClC1=CC=C(C=C1)[C@@H](NC(=O)[C@H]1NC(NC1)=O)C1=CC=2N(C=C1)N=CC2